tert-butyl (2R,3S,4S)-4-[(tert-butoxy carbonyl)oxy]-3-hydroxy-2-[(4-methoxyphenyl)methyl]pyrrolidine-1-carboxylate C(C)(C)(C)OC(=O)O[C@@H]1[C@H]([C@H](N(C1)C(=O)OC(C)(C)C)CC1=CC=C(C=C1)OC)O